(4-(4-(benzo[d]thiazol-5-ylamino)quinolin-6-yl)-2-fluorophenyl)(hexahydropyrrolo[3,4-c]pyrrol-2(1H)-yl)methanone S1C=NC2=C1C=CC(=C2)NC2=CC=NC1=CC=C(C=C21)C2=CC(=C(C=C2)C(=O)N2CC1CNCC1C2)F